triethylenediamine diacetate CC(=O)O.CC(=O)O.C1CN2CCN1CC2